ethyl 2-[2-(tert-butoxycarbonylamino) ethylcarbamoyl]-4-methyl-thiazole-5-carboxylate C(C)(C)(C)OC(=O)NCCNC(=O)C=1SC(=C(N1)C)C(=O)OCC